4-[5-(Butylthio)-7-[[2-(3,4-difluorophenyl)cyclopropyl]amino]-3H-1,2,3-triazolo[4,5-d]pyrimidin-3-yl]cyclopentane-1,2,3-triol C(CCC)SC=1N=C(C2=C(N1)N(N=N2)C2C(C(C(C2)O)O)O)NC2C(C2)C2=CC(=C(C=C2)F)F